7-(galloyloxy)heptane-2,4-dione C(C1=CC(O)=C(O)C(O)=C1)(=O)OCCCC(CC(C)=O)=O